COCC(OC=1C=CC2=C(C(=C(O2)C)C(=O)OCC)C1)C1=CC=CC=C1 ethyl 5-(2-methoxy-1-phenylethoxy)-2-methylbenzofuran-3-carboxylate